C(#N)CC[SiH3] cyanoethyl-silane